2,3,4,6-tetra-O-acetyl-1-(2-bromoethoxy)-glucose C(C)(=O)O[C@@H](C(=O)OCCBr)[C@@H](OC(C)=O)[C@H](OC(C)=O)[C@H](O)COC(C)=O